BrC1=CN=C(N=N1)SC 6-Bromo-3-(methylthio)-1,2,4-triazine